6-methoxy-7-nitro-3,4-dihydroquinolin-2(1H)-one COC=1C=C2CCC(NC2=CC1[N+](=O)[O-])=O